N1N=CC(=C1)C=1C2=C(C(=NC1)C=1SC3=C(N1)SC(=N3)N)N=CN2 5-[7-(1H-pyrazol-4-yl)-1H-imidazo[4,5-c]pyridin-4-yl][1,3]thiazolo[5,4-d][1,3]thiazol-2-amine